N-(1-(2-(1H-pyrazol-1-yl)phenyl)ethyl)-2-chloro-9-isopropyl-9H-purin-6-amine N1(N=CC=C1)C1=C(C=CC=C1)C(C)NC1=C2N=CN(C2=NC(=N1)Cl)C(C)C